4-(5-(4-(4-isobutyl-4H-1,2,4-triazol-3-yl)phenyl)pyridin-3-yl)-N-(2-(pyridin-4-yl)ethyl)-1H-pyrrolo[2,3-b]pyridine-2-carboxamide C(C(C)C)N1C(=NN=C1)C1=CC=C(C=C1)C=1C=C(C=NC1)C1=C2C(=NC=C1)NC(=C2)C(=O)NCCC2=CC=NC=C2